ClC1=C(C=CC=C1)C1(CC1)C1=NOC(=N1)CC(C(=O)OC(C)(C)C)=C tert-butyl 2-((3-(1-(2-chlorophenyl)cyclopropyl)-1,2,4-oxadiazol-5-yl)methyl)acrylate